2,3-dichloro-pyridine ClC1=NC=CC=C1Cl